P(=O)(O)(O)NCCS Phosphocysteamine